(S)-6-(4-chlorophenyl)-N-(1-(1-methyl-1H-benzo[d]imidazol-6-yl)ethyl)-2-(1-methyl-1H-pyrazol-4-yl)pyrimidine-4-formamide ClC1=CC=C(C=C1)C1=CC(=NC(=N1)C=1C=NN(C1)C)C(=O)N[C@@H](C)C=1C=CC2=C(N(C=N2)C)C1